2,4-diamino-8-(diethylamino)-5-((4-methoxyphenyl)thio)-5H-chromeno[2,3-b]pyridine-3-carbonitrile NC1=C(C(=C2C(=N1)OC1=CC(=CC=C1C2SC2=CC=C(C=C2)OC)N(CC)CC)N)C#N